C1(CCCC1)C(=O)N1C2CN(C(C1)CC2)CC2=C(N=C1N2C=CC=C1)C1=CC=C(C=C1)C(C)C cyclopentyl-(5-{[2-(4-isopropylphenyl)imidazo[1,2-a]pyridin-3-yl]methyl}-2,5-diazabicyclo[2.2.2]oct-2-yl)methanone